O=C1N(C(CN1C1=CC=C(C=C1)C(F)(F)F)=O)CCC1=CC(=C(OC(C(=O)OCC)(C)C)C(=C1)C)C Ethyl 2-(4-(2-(2,5-dioxo-3-(4-(trifluoromethyl)phenyl) imidazolidin-1-yl)ethyl)-2,6-dimethylphenoxy)-2-methylpropionate